ClC1=CC=C(C=C1)N1CC(CC1=O)NC(=O)NC1=CC=C(C=C1)F 1-[1-(4-chlorophenyl)-5-oxopyrrolidin-3-yl]-3-(4-fluorophenyl)urea